FC(C(=O)O)(F)F.NCCCCCCNC1=C2C(N(C(=NC2=CC=C1)C)C1C(NC(CC1)=O)=O)=O 3-(5-((6-aminohexyl)amino)-2-methyl-4-oxoquinazolin-3(4H)-yl)piperidine-2,6-dione trifluoroacetate salt